ClC(C(C1=CC=C(C=C1)CC)C1=CC=C(C=C1)CC)Cl 1,1-dichloro-2,2-bis(4-ethylphenyl)ethane